1-(2,3,8,8-tetramethyl-1,2,3,5,6,7,8,8a-octahydronaphthalen-2-yl)ethanone CC1(CC2C(CCCC2=CC1C)(C)C)C(C)=O